(R)-2-(6-fluoro-5-(3-methylureido)-2',4'-dioxo-2,3-dihydrospiro[indene-1,5'-oxazolidine]-3'-yl)acetic acid FC1=C(C=C2CC[C@]3(C(N(C(O3)=O)CC(=O)O)=O)C2=C1)NC(=O)NC